NC1=C(C(=NC=N1)NCC1C(CN(CC1)C(C=C)=O)O)C1=CC=C(C=C1)OC1=CC=CC=C1 1-(4-(((6-amino-5-(4-phenoxyphenyl)pyrimidin-4-yl)amino)methyl)-3-hydroxypiperidin-1-yl)prop-2-en-1-one